(2E)-3-(naphthalen-2-yl)-1-(pyridin-2-yl)prop-2-en-1-one C1=C(C=CC2=CC=CC=C12)/C=C/C(=O)C1=NC=CC=C1